O1CCC2C=3C(=CC=CC13)C(CC2)=O 3,3a,4,5-Tetrahydrobenzo[de]chromen-6(2H)-one